NC1=NC=NC=2N(C3=C(C=C(C=C3C21)C=2C=NC=CC2)C)CC(=O)N2[C@@H]1C[C@@H]1C[C@H]2C(=O)NC2=NC(=CC=C2)Br (1R,3S,5R)-2-(2-(4-amino-8-methyl-6-(pyridin-3-yl)-9H-pyrimido[4,5-b]indol-9-yl)acetyl)-N-(6-bromopyridin-2-yl)-2-azabicyclo[3.1.0]hexane-3-carboxamide